COCC(C)(C)N1N=CC=C1C N-(1-methoxy-2-methylpropan-2-yl)-5-methylpyrazol